butyl-4-((S)-2-((tert-butoxycarbonyl)amino)-3-(methoxy(methyl)amino)-3-oxopropyl)-2,2-dimethyl-5-oxopyrrolidine C(CCC)N1C(CC(C1=O)C[C@@H](C(=O)N(C)OC)NC(=O)OC(C)(C)C)(C)C